(S)-4-(2-fluorophenyl)-3-methyl-monophenyl-1,4,5,7-tetrahydro-6H-pyrazolo[3,4-b]pyridin-6-one FC1=C(C=CC=C1)[C@@H]1C2=C(NC(C1)=O)N(N=C2C)C2=CC=CC=C2